2-[[5-(4-bromo-2,6-dichloro-phenoxy)-2-[(4-methoxyphenyl)methoxy]phenyl]sulfonyl-[(4-methoxyphenyl)methyl]amino]acetamide BrC1=CC(=C(OC=2C=CC(=C(C2)S(=O)(=O)N(CC(=O)N)CC2=CC=C(C=C2)OC)OCC2=CC=C(C=C2)OC)C(=C1)Cl)Cl